4-(5-hydrazinyl-3-methyl-2-(piperidin-1-ylmethyl)-3H-imidazo[4,5-b]pyridin-7-yl)morpholine N(N)C1=CC(=C2C(=N1)N(C(=N2)CN2CCCCC2)C)N2CCOCC2